4-(3-(1-cyclohexyl-2,5-dioxo-3-propylimidazolin-4-yl)propionylamino)-N-hydroxybenzamide C1(CCCCC1)N1C(N(C(C1=O)CCC(=O)NC1=CC=C(C(=O)NO)C=C1)CCC)=O